C(C)(C)(C)OC(=O)NC=1C=CC(=C(C(=O)OC)C1)OCC methyl 5-((tert-butoxycarbonyl) amino)-2-ethoxybenzoate